1-octylpyridinium tetrakis(pentafluorophenyl)borate FC1=C(C(=C(C(=C1[B-](C1=C(C(=C(C(=C1F)F)F)F)F)(C1=C(C(=C(C(=C1F)F)F)F)F)C1=C(C(=C(C(=C1F)F)F)F)F)F)F)F)F.C(CCCCCCC)[N+]1=CC=CC=C1